CN(CCC=C(C(=O)N)C)C 2-(dimethylamino)-ethyl-methacrylamide